FC1=CC=C(C=N1)C=1C(=C(N)C=CC1)OC 3-(6-fluoropyridin-3-yl)-2-methoxyaniline